ClC=1C(=NC=CC1)N1N=C(C=C1C(=O)NC=1C(=CC=2N(C1C(=O)NCCSC)N=CC2)C)OC 6-(1-(3-Chloropyridin-2-yl)-3-methoxy-1H-pyrazol-5-carboxamido)-5-methyl-N-(2-(methylthio)ethyl)pyrazolo[1,5-a]pyridin-7-carboxamid